2-amino-7,7-dimethyl-6H-pyrrolo[3,4-b]pyridin-5-one NC1=CC=C2C(=N1)C(NC2=O)(C)C